2,2'-bis(dicyclohexylphosphino)-1,1'-biphenyl C1(CCCCC1)P(C1=C(C=CC=C1)C1=C(C=CC=C1)P(C1CCCCC1)C1CCCCC1)C1CCCCC1